(2R,3S,5R)-5-(6-amino-2-fluoro-9H-purin-9-yl)-2-(((tert-butyldiphenylsilyl)oxy)methyl)-2-ethynyltetrahydrofuran-3-yl 2-(2-methoxyethoxy)acetate COCCOCC(=O)O[C@@H]1[C@@](O[C@H](C1)N1C2=NC(=NC(=C2N=C1)N)F)(C#C)CO[Si](C1=CC=CC=C1)(C1=CC=CC=C1)C(C)(C)C